t-butyl ((3S)-1-((1-(10H-phenothiazin-2-yl)ethyl)sulfonyl)pyrrolin-3-yl)carbamate C1=C(C=CC=2SC3=CC=CC=C3NC12)C(C)S(=O)(=O)N1C=C(CC1)NC(OC(C)(C)C)=O